N1=NN=C(C=C1)C1=C2N=C(C(NC2=CC=C1)=O)C1=CC=CC=2C3=CC=CC=C3NC12 triazinyl-carbazolyl-quinoxalinone